ClC=1C=C(C(=C(C1)O)B1OC(C(O1)(C)C)(C)C)COC 5-Chloro-3-(methoxymethyl)-2-(4,4,5,5-tetramethyl-1,3,2-dioxaborolan-2-yl)phenol